C=C(CCN1CCCC1)C(C(CCN1CCCC1)=C)=C (3,4,5-trimethyleneheptane-1,7-diyl)bis(pyrrolidine)